D-Glyceraldehyd O=C[C@H](O)CO